O=C1COCCN1C12CC(C1)(C2)NC(OC(C)(C)C)=O tert-Butyl (3-(3-oxomorpholino)bicyclo[1.1.1]pentan-1-yl)carbamate